(R)-(6-((3,5-dimethyl-1H-pyrazol-4-yl)sulfonyl)-1-(4-fluorophenyl)-4,4a,5,6,7,8-hexahydro-1H-pyrazolo[3,4-g]isoquinolin-4a-yl)(pyridin-2-yl)methanone CC1=NNC(=C1S(=O)(=O)N1C[C@]2(CC3=C(C=C2CC1)N(N=C3)C3=CC=C(C=C3)F)C(=O)C3=NC=CC=C3)C